7-bromo-11-iodo-5-methyl-5H-dibenzo[b,e][1,4]diazepine BrC1=CC2=C(N=C(C3=C(N2C)C=CC=C3)I)C=C1